[Na+].[K+].C(C(O)C(O)C(=O)[O-])(=O)[O-] (+)-tartaric acid potassium Sodium salt